6-[1-(2-fluoro-6-methyl-phenyl)-piperidin-4-yl]-1-(1-methyl-cyclopropylmethyl)-4-(2-trifluoromethyl-benzyl)-1,4,6,7-tetrahydro-pyrazolo[4,3-d]pyrimidin-5-one FC1=C(C(=CC=C1)C)N1CCC(CC1)N1C(N(C2=C(C1)N(N=C2)CC2(CC2)C)CC2=C(C=CC=C2)C(F)(F)F)=O